Allyl (benzyl 3-O-benzyl-4-O-(2-naphthylmethyl)-2-deoxy-2-trichloroacetamido-α-L-altropyranosyluronate)-(1→3)-4-azido-2-trichloroacetamido-2,4,6-trideoxy-β-D-galactopyranoside C(C1=CC=CC=C1)[C@@]1([C@@H]([C@@H](OCC2=CC=CC=C2)[C@@H](OCC2=CC3=CC=CC=C3C=C2)[C@@H](O1)C(=O)[O-])NC(C(Cl)(Cl)Cl)=O)O[C@@H]1[C@H]([C@H](OCC=C)O[C@@H]([C@@H]1N=[N+]=[N-])C)NC(C(Cl)(Cl)Cl)=O